C(=O)=C1NC2=CC=C(C=3C2=C1C=CC3)N3N=CC(=C3C(F)(F)F)C(=O)OCC ethyl 1-(2-carbonyl-1,2-dihydrobenzo[cd]indol-6-yl)-5-(trifluoromethyl)-1H-pyrazole-4-carboxylate